C1(=CC=CC=C1)[C@H](C)NC1C(CN(C1)C(=O)OC(C)(C)C)C(=O)OCC 1-(tert-butyl) 3-ethyl 4-(((S)-1-phenylethyl)amino)pyrrolidine-1,3-dicarboxylate